CC1NC2=CC=CC=C2C(C1)NC1=CC=CC=C1 2-methyl-4-(phenylamino)-1,2,3,4-tetrahydroquinoline